C1(C=CC(N1CCCCCC(=O)NN)=O)=O (6-maleimidocaproyl)hydrazine